BrC=1C(=NC(=NC1)NC1=C(C=C(C(=C1)C)N1CCC(CC1)N1CCN(CC1)C)OC)NC1=C(C=C(C=C1)F)C(C)(C)O 2-(2-((5-Bromo-2-((2-methoxy-5-methyl-4-(4-(4-methylpiperazin-1-yl)piperidin-1-yl)Phenyl)amino)pyrimidin-4-yl)amino)-5-fluorophenyl)propan-2-ol